FC1=C(C(=CC(=C1)OC)F)[C@H]1[C@@H](C(NC1)=O)NC(=O)NC1=C(C=C(C=C1)C)F |o1:10,11| (-)-1-[(3S*,4R*)-4-(2,6-difluoro-4-methoxyphenyl)-2-oxopyrrolidin-3-yl]-3-(2-fluoro-4-methyl-phenyl)urea